tertbutyl 2-[6-[2-cyano-3-[[ethyl(methyl)sulfamoyl]amino]-6-fluoro-phenoxy]-4-oxo-quinazolin-3-yl]-6-azaspiro[3.4]octane-6-carboxylate C(#N)C1=C(OC=2C=C3C(N(C=NC3=CC2)C2CC3(C2)CN(CC3)C(=O)OC(C)(C)C)=O)C(=CC=C1NS(N(C)CC)(=O)=O)F